triazolo[4,5-b]indole N1=NN=C2N=C3C=CC=CC3=C21